C1=NC=CC2=CC(=CC=C12)C1(N=NC=C1)O 3-(isoquinolin-6-yl)pyrazolol